3-{4-[(2-amino-5-pyrimidinyl)oxy]phenyl}-1-[3-fluoro-5-(trifluoromethyl)phenyl]-2,4-imidazolidinedione NC1=NC=C(C=N1)OC1=CC=C(C=C1)N1C(N(CC1=O)C1=CC(=CC(=C1)C(F)(F)F)F)=O